C(C)(C)(C)OC(=O)N1C2C(C(C1)C2)NC2=C(C(=NC1=C(C(=C(C=C21)CCC#N)C2=C(C(=CC=C2)Cl)Cl)F)C)C(=O)O 4-((2-(tert-butoxycarbonyl)-2-azabicyclo[2.1.1]hexan-5-yl)amino)-6-(2-cyanoethyl)-7-(2,3-dichlorophenyl)-8-fluoro-2-methylquinoline-3-carboxylic acid